FC1(C(C1)C=1C=C(C=CC1)C(C)(O)C1=CC=C(C=C1)B1OC(C(O1)(C)C)(C)C)F 1-(3-(2,2-difluorocyclopropyl)phenyl)-1-(4-(4,4,5,5-tetramethyl-1,3,2-dioxaborolan-2-yl)phenyl)ethanol